bis[4-(4-aminophenoxy)phenyl]sulfonic acid NC1=CC=C(OC2=CC=C(C=C2)OS(=O)(=O)C2=CC=C(C=C2)OC2=CC=C(C=C2)N)C=C1